1-(6-(2-hydroxyphenyl)pyridazin-4-yl)-4-methoxy-N-methyl-N-(piperidin-4-yl)piperidine-4-carboxamide OC1=C(C=CC=C1)C1=CC(=CN=N1)N1CCC(CC1)(C(=O)N(C1CCNCC1)C)OC